CN(CC=CC(=O)N1C2C(NCC1CC2)=O)C 8-(4-(dimethylamino)but-2-enoyl)-3,8-diazabicyclo[3.2.1]octan-2-one